C(C)(C)(C)C=1C=C(C=C(C1OC)C(C)(C)C)[C@@H](C)C1=C(C(=CC(=C1)C)[C@H](C)C1=CC(=C(C(=C1)C(C)(C)C)OC)C(C)(C)C)/N=C\1/C(/C2=CC=CC3=CC=CC1=C23)=N/C2=C(C=C(C=C2[C@H](C)C2=CC(=C(C(=C2)C(C)(C)C)OC)C(C)(C)C)C)[C@H](C)C2=CC(=C(C(=C2)C(C)(C)C)OC)C(C)(C)C (1E,2E)-N1,N2-bis(2,6-bis((R)-1-(3,5-di-tert-butyl-4-methoxyphenyl)ethyl)-4-methylphenyl)acenaphthylene-1,2-diimine